ethylenebiscapric acid amide C(CNC(=O)CCCCCCCCC)NC(=O)CCCCCCCCC